NC1=NC=C2N(C(N(C2=N1)[C@@H]1O[C@@H](C[C@H]1O)CO)=O)CC(F)F 2-Amino-7-(2,2-difluoroethyl)-9-((2R,3R,5S)-3-hydroxy-5-(hydroxymethyl)tetrahydrofuran-2-yl)-7,9-dihydro-8H-purin-8-on